CN1C(CNCCC1)=O 1-methyl-1,4-diazepan-2-one